COC1=CC=CC(=N1)NC(=O)C=1C(=CC=2N(C1)C=C(N2)C2CCOCC2)OCCC2COCC2 N-(6-methoxypyridin-2-yl)-2-(tetrahydro-2H-pyran-4-yl)-7-(2-(tetrahydrofuran-3-yl)ethoxy)imidazo[1,2-a]pyridine-6-carboxamide